NC1=C(N=CN1C1=CC=C(C=C1)Br)C(=O)OCC ethyl 5-amino-1-(p-bromophenyl)-1H-imidazole-4-carboxylate